CN1N=C2C(=N1)C=CC(=C2)C(C)=O 1-(2-methyl-2H-benzo[d][1,2,3]triazole-5-yl)ethanone